FC1(CCC(CC1)CN1N=C(C(=C1C(=O)NC1=CC(=C(C=C1)F)S(N)(=O)=O)C)C)F 2-[(4,4-difluorocyclohexyl)methyl]-N-(4-fluoro-3-sulfamoylphenyl)-4,5-dimethylpyrazole-3-carboxamide